COC1=CC=C2NC=C(C(C(N(C([2H])([2H])[2H])C([2H])([2H])[2H])([2H])[2H])([2H])[2H])C2=C1 5-methoxy-α,α,β,β-tetradeutero-N,N-di(trideuteromethyl)tryptamine